BrCC(=O)OCC1C2=CC=CC=C2C=2C=CC=CC12 (9H-fluoren-9-yl)methyl 2-bromoacetate